COC(=O)C=1C(N(C2=CC(=CC=C2C1N)I)CC1=C(C=CC=C1)Cl)=O 4-amino-1-((2-chlorophenyl)methyl)-7-iodo-2-oxo-1,2-dihydroquinoline-3-carboxylic acid methyl ester